C1N(CC[C@@H]2CCCC[C@H]12)C(C(=O)NC=1C=C(C=NC1)C(=O)N)=O 5-[[2-[(4aS,8aS)-3,4,4a,5,6,7,8,8a-octahydro-1H-isoquinolin-2-yl]-2-oxo-acetyl]amino]pyridine-3-carboxamide